ClC=1C(=NC=CC1)OCC1N(CCC1(C)C)C(=O)OC(C)(C)C tert-butyl 2-{[(3-chloropyridin-2-yl)oxy]methyl}-3,3-dimethylpyrrolidine-1-carboxylate